6-(2-bromophenyl)indolo[3,2,1-jk]carbazole BrC1=C(C=CC=C1)C1=CC=C2C(=C1)N1C3=C2C=CC=C3C=3C=CC=CC13